COC(C1=C(C=CC(=C1)OC1=CC(=CC=C1)C#N)F)=O 5-(3-Cyanophenoxy)-2-fluorobenzoic acid methyl ester